N-(4-(4-chloro-3-(diethylamino)phenyl)but-3-yn-2-yl)piperazine-1-carboxamide hydrochloride Cl.ClC1=C(C=C(C=C1)C#CC(C)NC(=O)N1CCNCC1)N(CC)CC